FC(OCC[C@@H](CCCN1C(C2=CC(=C(C=C2C=C1)C1=NC=C(C=N1)C(F)(F)F)F)=O)NC=1C=NNC(C1C(F)(F)F)=O)F 2-[(4R)-6-(difluoromethoxy)-4-[[6-oxo-5-(trifluoromethyl)-1H-pyridazin-4-yl]amino]hexyl]-7-fluoro-6-[5-(trifluoromethyl)pyrimidin-2-yl]isoquinolin-1-one